[C@H]12[C@@](C[C@H](CC1)C2)([2H])C2=CC=C(C=C2)C2=CC(=NC=C2)C2=CC=CC=C2 4-(4-((1S,2S,4R)-bicyclo[2.2.1]hept-2-yl-2-d)phenyl)-2-phenylpyridine